FC=1C=C2C(=C(NC2=C(C1)F)C1=CC=C(C=C1)F)C1CC(C1)N (1r,3r)-3-[5,7-difluoro-2-(4-fluorophenyl)-1H-indol-3-yl]Cyclobutylamine